O1C(CCCC1)N1N=CC2=C1SC(=C2)C2CCN(CC2)C(=O)OC(C)(C)C tert-butyl 4-[1-(oxan-2-yl)thieno[2,3-c]pyrazol-5-yl]piperidine-1-carboxylate